C(CC)OC(C1=C(C=CC=C1OC)OC)=O 2,6-dimethoxybenzoic acid propyl ester